copper-nickel sulphide [Ni]=S.[Cu]